iodoacetic acid imide IN1C(C1=O)=O